2-[4-[2-(5-isopropoxy-1-tetrahydropyran-2-yl-indazol-3-yl)pyrimidin-4-yl]-5-Methyl-pyrazol-1-yl]propionate C(C)(C)OC=1C=C2C(=NN(C2=CC1)C1OCCCC1)C1=NC=CC(=N1)C=1C=NN(C1C)C(C(=O)[O-])C